isopropyl(methyl)(((6-(5-(trifluoromethyl)-1,2,4-oxadiazol-3-yl)imidazo[1,2-a]pyridin-2-yl)methyl)imino)-λ6-sulfanone C(C)(C)S(=O)(=NCC=1N=C2N(C=C(C=C2)C2=NOC(=N2)C(F)(F)F)C1)C